NC1=C(C(=O)NC2CCC2)C=C(C=N1)C1=C(C=C(C=C1)NC([C@@H](O)C1=CC(=CC(=C1)F)F)=O)C (S)-2-amino-N-cyclobutyl-5-(4-(2-(3,5-difluorophenyl)-2-hydroxyacetamido)-2-methylphenyl)nicotinamide